FC(CN1CCN(CC1)C1=CC=C(C=C1)[N+](=O)[O-])(C1CCN(CC1)CC1CCNCC1)F 1-[2,2-difluoro-2-[1-(4-piperidylmethyl)-4-piperidyl]ethyl]-4-(4-nitrophenyl)piperazine